C(C=CC)C1(N(C[C@@H](C1)N(C)C([C@H](C(C)C)NC(=O)OC(C)(C)C)=O)C(=O)OCC1=CC=CC=C1)C(=O)OCC1=CC=CC=C1 dibenzyl (4R)-2-(but-2-enyl)-4-[[(2S)-2-(tert-butoxycarbonylamino)-3-methyl-butanoyl]-methyl-amino]pyrrolidine-1,2-dicarboxylate